FC=1C=CC=2N(C1)C(=CN2)C2=NN(C1=C2C=NC(=C1)C(=O)[O-])CC(F)(F)F.[Li+] lithium 3-(6-fluoroimidazo[1,2-a]pyridin-3-yl)-1-(2,2,2-trifluoroethyl)pyrazolo[4,3-c]pyridine-6-carboxylate